FC1=C(CC2=C(C=C(OCC(=O)N(C)C)C=C2C)C(C)C)C=CC(=C1C(C)C)O 2-(4-(2-fluoro-4-hydroxy-3-isopropylbenzyl)-3-isopropyl-5-methylphenoxy)-N,N-dimethylacetamide